N1(CCCC1)C(=O)OCC(C(C)C)OC(=O)N1CCCC1 3-methylbutane-1,2-diyl bis(pyrrolidine-1-carboxylate)